Methylenedioxy-hydroxyamphetamine C1ON(C(C)(CC2=CC=CC=C2)O1)O